C(C)(C)(C)CC([C@H](O)N)O (S)-(-)-3-tertiary butyl-amino-1,2-propanediol